(R)-5-(6-(2-chlorophenyl)-8-ethynyl-4-methyl-4H-benzo[f]imidazo[1,5-a][1,4]diazepin-3-yl)-3-ethyl-1,2,4-oxadiazole ClC1=C(C=CC=C1)C1=N[C@@H](C=2N(C3=C1C=C(C=C3)C#C)C=NC2C2=NC(=NO2)CC)C